(4S,5R)-3-(9-bromo-5,6-dihydrobenzo[f]imidazo[1,2-d][1,4]oxazepin-2-yl)-4-(difluoromethyl)-5-methyl-oxazolidin-2-one BrC1=CC2=C(C=3N(CCO2)C=C(N3)N3C(O[C@@H]([C@H]3C(F)F)C)=O)C=C1